4-[1-(bromodifluoromethyl)-5-phenyl-1H-pyrazol-4-yl]-7-methoxy-6-nitroquinazoline BrC(N1N=CC(=C1C1=CC=CC=C1)C1=NC=NC2=CC(=C(C=C12)[N+](=O)[O-])OC)(F)F